FC=1C=C2C(NN=C(C2=CC1F)[C@@H](C)N(C(C1=CC(=C(C(=C1)F)C(F)F)F)=O)C)=O |r| Racemic-N-(1-(6,7-difluoro-4-oxo-3,4-dihydrophthalazin-1-yl)ethyl)-4-(difluoromethyl)-3,5-difluoro-N-methylbenzamide